(chloro(phenoxy)phosphoryl)-L-alanine benzyl ester C(C1=CC=CC=C1)OC([C@@H](NP(=O)(OC1=CC=CC=C1)Cl)C)=O